10-(2-hydroxyethyl)phenoxazine OCCN1C2=CC=CC=C2OC=2C=CC=CC12